2-(2-(5-((4,6-Difluoro-1H-indol-5-yl)oxy)-2-fluorophenyl)-1H-imidazol-4-yl)-2-phenylpropanoic acid FC1=C2C=CNC2=CC(=C1OC=1C=CC(=C(C1)C=1NC=C(N1)C(C(=O)O)(C)C1=CC=CC=C1)F)F